[Cu].[Cr].[Fe] iron-chromium-copper